N1(CCCCC1)CCCC=1C(=NC2=CC=CC=C2C1N)NC1=CC=C(C=C1)OC(F)(F)F (3-(piperidin-1-yl)propyl)-N2-(4-(trifluoromethoxy)phenyl)quinoline-2,4-diamine